C1(CC1)NC1=NC=CC2=C1C(=NN2CC2=CC=C(C=C2)OC)I N-cyclopropyl-3-iodo-1-(4-methoxybenzyl)-1H-pyrazolo[4,3-c]pyridine-4-amine